COC=1C=C(C=C(C1)C#CC1=NC=CC=C1)NC(C1=CC=C(C=C1)N1C(CCCC1)=O)=O N-(3-METHOXY-5-(PYRIDIN-2-YLETHYNYL)PHENYL)-4-(2-OXOPIPERIDIN-1-YL)BENZAMIDE